C(C)O[SiH2]C(C[SiH2]OCC)[SiH2]OCC 1,1,2-tris(ethoxysilyl)ethane